(5R)-5-methyl-1-(piperidin-4-yl)pyrrolidin-2-one acetate salt C(C)(=O)O.C[C@@H]1CCC(N1C1CCNCC1)=O